OCCNC(=O)C1=CC=CC=2N(C(N(C21)CC2=C(C=CC=C2)C(F)(F)F)=O)[C@H]2CN(CC2)C2=C(C=CC=C2F)C#N 1-[(R)-1-(2-cyano-6-fluoro-phenyl)-pyrrolidin-3-yl]-2-oxo-3-(2-trifluoromethyl-benzyl)-2,3-dihydro-1h-benzoimidazole-4-carboxylic acid (2-hydroxy-ethyl)-amide